ClC1=CC(=C(COC2=CC=CC(=N2)C2CCN(CC2)[C@@H](CC)C2=NC3=C(N2C[C@H]2OCC2)C=C(C=C3)C(=O)OC)C=C1)F Methyl 2-((S)-1-(4-(6-((4-chloro-2-fluorobenzyl) oxy) pyridin-2-yl) piperidin-1-yl) propyl)-1-(((S)-oxetan-2-yl) methyl)-1H-benzo[d]imidazole-6-carboxylate